C(C1=CC=CC=C1)C=1C(=CNC1)S(=O)(=O)NC1=C(C=C(C(=C1)F)C#N)F 4-benzyl-N-(4-cyano-2,5-difluorophenyl)-1H-pyrrole-3-sulfonamide